ClC=1C=C(C=CC1NC(\N=C\1/SCC(N1C1=C(C=CC(=C1)C)C(C)C)=O)=O)N1N=C(C(=C1C)NC(C1=CC=C(C=C1)OC(F)(F)F)=O)C N-[1-[3-chloro-4-[[(Z)-[3-(2-isopropyl-5-methyl-phenyl)-4-oxo-thiazolidine-2-ylidene]carbamoyl]amino]phenyl]-3,5-dimethyl-pyrazol-4-yl]-4-(trifluoromethoxy)benzamide